C1=CC=C(C=C1)/C(=N\O)/C(=N/O)/C2=CC=CC=C2 Alpha-benzil dioxime